tert-butyl (2-(2-((1r,3R)-3-((tert-butoxycarbonyl)amino)cyclobutyl)ethyl)pyridin-4-yl)(1-(tert-butyl)-3-((1S,3R)-3-(((4-nitrophenoxy)carbonyl)oxy)cyclopentyl)-1H-pyrazol-5-yl)carbamate C(C)(C)(C)OC(=O)NC1CC(C1)CCC1=NC=CC(=C1)N(C(OC(C)(C)C)=O)C1=CC(=NN1C(C)(C)C)[C@@H]1C[C@@H](CC1)OC(=O)OC1=CC=C(C=C1)[N+](=O)[O-]